ClC=1C(=NC(=C(N1)Cl)CC)C#N 3,5-dichloro-6-2-ethylpyrazine-2-carbonitrile